ethylene glycol bis(3,4-dicarboxyphenyl) ether C(=O)(O)C=1C=C(C=CC1C(=O)O)OCCOC1=CC(=C(C=C1)C(=O)O)C(=O)O